C(CCCCCCCCCC)C(=O)OCCN1CCOCC1 N-(undecan-1-yl-carbonyloxyethyl)morpholine